morpholino-[4-morpholino-2-[(2E)-2-(m-tolylmethylene)hydrazino]furo[2,3-d]pyrimidin-6-yl]methanone O1CCN(CC1)C(=O)C1=CC2=C(N=C(N=C2N2CCOCC2)N/N=C/C=2C=C(C=CC2)C)O1